OCCC1N(CCNC1)CCCS(=O)(=O)O 2-Hydroxyethyl-piperazine-1-propanesulfonic acid